2-dodecyl-2-methylpropanedioic acid potassium salt [K+].C(CCCCCCCCCCC)C(C(=O)[O-])(C(=O)[O-])C.[K+]